Methyl 1-(5-(6-(tert-butylsulfonyl)-7-methoxyimidazo[1,2-a]pyridin-3-yl)-3-fluoro-2-methoxy phenyl)-1H-pyrazole-4-carboxylate C(C)(C)(C)S(=O)(=O)C=1C(=CC=2N(C1)C(=CN2)C=2C=C(C(=C(C2)N2N=CC(=C2)C(=O)OC)OC)F)OC